bis-(2-anilino-4-(N-methyl-N-2-hydroxy-ethylamino)-s-triazin-6-ylamino) stilbene-2,2'-disulfonate C=1(C(=CC=CC1)S(=O)(=O)ONC1=NC(=NC(=N1)NC1=CC=CC=C1)N(CCO)C)C=CC=1C(=CC=CC1)S(=O)(=O)ONC1=NC(=NC(=N1)NC1=CC=CC=C1)N(CCO)C